Cl.C(C)[NH+](CC)CC triethylammonium hydrochloride